4-(3-methoxy-5-methyl-1H-pyrazol-1-yl)benzonitrile COC1=NN(C(=C1)C)C1=CC=C(C#N)C=C1